C1(CC1)N(C1=NC=NC(=C1F)NCC1CN(C1)S(=O)(=O)C)CC1=NC=C(C=C1)C(F)(F)F N4-cyclopropyl-5-fluoro-N6-[(1-methylsulfonylazetidin-3-yl)methyl]-N4-[[5-(trifluoromethyl)-2-pyridyl]methyl]pyrimidine-4,6-diamine